2-azido-3-hydroxypropyl acrylate C(C=C)(=O)OCC(CO)N=[N+]=[N-]